C[C@H]1[C@H]([C@H]([C@@H]([C@@H](O1)O[C@@H]2[C@H]([C@@H](O[C@@H]([C@@H]2O)CO)O[C@@H]3[C@H](OC([C@@H]([C@H]3O[C@H]4[C@H]([C@@H]([C@@H]([C@@H](O4)C)O)O)O)NC(=O)C)O)CO)NC(=O)C)O)O)O The molecule is a branched amino tetrasaccharide that consists of the linear trisaccharide alpha-L-fucosyl-(1->3)-N-acetyl-beta-D-galactosaminyl-(1->4)-N-acetyl-D-glucosamine in which an alpha-L-fucosyl residue is attached at position 3 of the glucoamine. It has a role as an epitope. It is an amino tetrasaccharide, a glucosamine oligosaccharide and a galactosamine oligosaccharide.